3,5-dichloro-2-hydrazinopyridine ClC=1C(=NC=C(C1)Cl)NN